FC1=C(C=CC=C1F)[C@@H]1[C@H](C1)C=1C=2N(N=C(C1)C=1C(NC(NC1)=O)=O)C=CN2 5-(8-((1S,2S)-2-(2,3-difluorophenyl)cyclopropyl)imidazo[1,2-b]pyridazin-6-yl)pyrimidine-2,4(1H,3H)-dione